4-[[3-fluoro-2-methoxy-propyl]-[4-(5,6,7,8-tetrahydro-1,8-naphthyridin-2-yl)butyl]amino]-2-[2-(2-oxo-1-pyridyl)propanoylamino]butanoic acid FCC(CN(CCC(C(=O)O)NC(C(C)N1C(C=CC=C1)=O)=O)CCCCC1=NC=2NCCCC2C=C1)OC